N-(1-methyl-3-(4'-((1-(oxetan-3-yl)azetidin-3-yl)oxy)-4,5,5',6'-tetrahydro-2H-spiro[furan-3,8'-pyrano[3,4-b]pyridin]-2'-yl)-1H-pyrrolo[2,3-c]pyridin-5-yl)acetamide CN1C=C(C=2C1=CN=C(C2)NC(C)=O)C2=CC(=C1C(=N2)C2(OCC1)COCC2)OC2CN(C2)C2COC2